methyl cis-3-(4-iodo-1-(tetrahydro-2H-pyran-2-yl)-1H-pyrazol-3-yl)-2-((((CIS)-4-phenylcyclohexyl)oxy)methyl)piperidine-1-carboxylate IC=1C(=NN(C1)C1OCCCC1)[C@@H]1[C@@H](N(CCC1)C(=O)OC)CO[C@@H]1CC[C@@H](CC1)C1=CC=CC=C1